5-Methyl-N-[2-(pyridazin-4-yl)-[1,3]thiazolo[5,4-c]pyridin-6-yl]-6-[(pyrrolidin-1-yl)methyl]pyridin-2-amine CC=1C=CC(=NC1CN1CCCC1)NC1=CC2=C(C=N1)SC(=N2)C2=CN=NC=C2